5-(5-bromopyridin-2-yl)-6-(methoxycarbonyl)cyclohex-3-ene-1-carboxylic acid BrC=1C=CC(=NC1)C1C=CCC(C1C(=O)OC)C(=O)O